C(C)(C)(C)OC(=O)N[C@H]1CN(CC[C@@H]1O)C(=O)OCC1=CC=CC=C1 Benzyl (3S,4S)-3-[(tert-butoxycarbonyl)amino]-4-hydroxypiperidine-1-carboxylate